N-((1r,3r)-3-(4-cyano-3-methoxyphenoxy)-2,2,4,4-tetramethylcyclobutyl)-6-(3-formylazetidin-1-yl)pyridazine-5-carboxamide C(#N)C1=C(C=C(OC2C(C(C2(C)C)NC(=O)C=2C=CN=NC2N2CC(C2)C=O)(C)C)C=C1)OC